7-methyl-1-phenyl-4-[(2,2,2-trifluoro-ethyl)amino]pyrido[2,3-d]pyrimidin-2(1H)-one CC=1C=CC2=C(N(C(N=C2NCC(F)(F)F)=O)C2=CC=CC=C2)N1